CC=1C=C(C[C@H](N)C(=O)O)C=CC1 3-methyl-phenylalanine